OCCCCCCCCC(=O)N (9-hydroxy)nonanamide